(5S,7S)-2-(tert-butylsulfanyl)-7-fluoro-5-phenyl-6,7-dihydro-5H-pyrrolo[1,2-b][1,2,4]triazole C(C)(C)(C)SC=1N=C2N(N1)[C@@H](C[C@@H]2F)C2=CC=CC=C2